7-chloro-4-((2-(2-((6-fluoro-[1,2,4]triazolo[4,3-a]pyridin-7-yl)amino)ethyl)-2-azaspiro[3.3]heptan-6-yl)methyl)-2,3-dihydro-1H-inden-1-one ClC=1C=CC(=C2CCC(C12)=O)CC1CC2(CN(C2)CCNC2=CC=3N(C=C2F)C=NN3)C1